O([C@@H]1[C@@H](O)[C@@H](O)[C@H](O)[C@H](O1)CO)C1=C(C=CC=C1)[N+](=O)[O-] nitrophenyl α-mannopyranoside